(S)-2-((2-((1-methoxy-3,3-dimethyl-1,3-dihydrobenzo[c][1,2]oxaborol-5-yl)amino)-5-(3-methyl-1,2,4-oxadiazol-5-yl)pyrimidin-4-yl)amino)-2-phenylethan-1-ol COB1OC(C2=C1C=CC(=C2)NC2=NC=C(C(=N2)N[C@H](CO)C2=CC=CC=C2)C2=NC(=NO2)C)(C)C